4-(2,6-bis(bis(2-methoxyethyl)amino)-8-((3-methoxybenzyl)amino)pyrimido[5,4-d]pyrimidin-4-yl)-1-methylpiperazin-2-one COCCN(C=1N=C(C2=C(N1)C(=NC(=N2)N(CCOC)CCOC)NCC2=CC(=CC=C2)OC)N2CC(N(CC2)C)=O)CCOC